ClC1=CC=C(C=C1)C(COC1=C(C=CC=C1Br)Br)O 1-(4-chlorophenyl)-2-(2,6-dibromophenoxy)ethan-1-ol